(5-(3-((8-chloro-[1,2,4]triazolo[4,3-a]quinazolin-5-yl)(methyl)amino)phenyl)pyridin-2-yl)cyclopropane-1-carbonitrile ClC1=CC=C2C(=NC=3N(C2=C1)C=NN3)N(C=3C=C(C=CC3)C=3C=CC(=NC3)C3(CC3)C#N)C